FC1=CC=C2C(CCOC2=C1)C1=C(C(=O)Cl)C=CC(=C1)C(F)(F)F 2-(7-fluoro-chroman-4-yl)-4-(trifluoromethyl)benzoyl chloride